carbon glyoxylate C(C=O)(=O)[O-].[C+4].C(C=O)(=O)[O-].C(C=O)(=O)[O-].C(C=O)(=O)[O-]